α-fluoromethyltyrosine FC[C@](N)(CC1=CC=C(C=C1)O)C(=O)O